4-methyl-1-(4-(phenylthio)phenyl)pentan-1-one CC(CCC(=O)C1=CC=C(C=C1)SC1=CC=CC=C1)C